2,6-dimethyl-3-hydroxybenzoic acid CC1=C(C(=O)O)C(=CC=C1O)C